IC1=C(C=CC=C1)/C=C/C(=O)O (E)-3-(2-iodophenyl)-acrylic acid